5-(imidazo[1,2-a]pyrimidin-6-yl)-4-methoxy-N-(cis-4-(methoxy-d3)cyclohexyl)pyrrolo[2,1-f][1,2,4]triazin-2-amine N=1C=CN2C1N=CC(=C2)C=2C=CN1N=C(N=C(C12)OC)N[C@@H]1CC[C@@H](CC1)OC([2H])([2H])[2H]